FC(C=1C=C(C=C(C1)C(F)(F)F)C1=NN(C=N1)\C=C/C(=O)N1CC(C1)(CC=1C=NC=CC1)O)(F)F (Z)-3-(3-(3,5-bis(trifluoromethyl)phenyl)-1H-1,2,4-triazol-1-yl)-1-(3-hydroxy-3-(pyridin-3-ylmethyl)azetidin-1-yl)prop-2-en-1-one